ClC1=NC=C(C(=O)NOCC)C(=C1)NC1=C(C=CC=C1)N(S(=O)(=O)C)C 6-chloro-N-ethoxy-4-((2-(N-methylmethanesulphonamido)phenyl)amino)nicotinamide